ClC=1C=C(OCC(=O)O)C=C(C1CC1=CC(=C(C=C1)O)C1=CC(=C(C=C1)Cl)F)Cl 2-[3,5-dichloro-4-[[3-(4-chloro-3-fluoro-phenyl)-4-hydroxy-phenyl]methyl]phenoxy]acetic acid